O=C1NC(CCC1N1C(N(C2=C1C=CC(=C2)C2CCN(CC2)CCN2C[C@H](N(CC2)C(=O)OC(C)(C)C)C(=O)OC(C)(C)C)C)=O)=O ditert-butyl (2S)-4-[2-[4-[1-(2,6-dioxo-3-piperidyl)-3-methyl-2-oxo-benzimidazol-5-yl]-1-piperidyl]ethyl]piperazine-1,2-dicarboxylate